didecyldimethylammonium trifluoride [F-].[F-].[F-].C(CCCCCCCCC)[N+](C)(C)CCCCCCCCCC.C(CCCCCCCCC)[N+](CCCCCCCCCC)(C)C.C(CCCCCCCCC)[N+](CCCCCCCCCC)(C)C